(3R,4R)-1-(cyclopropylsulfonyl)-3-fluoropiperidin-4-amine trifluoroacetate FC(C(=O)O)(F)F.C1(CC1)S(=O)(=O)N1C[C@H]([C@@H](CC1)N)F